C(CCC)C1=NC(=NC(=N1)CC1=CC=C(C=C1)O)N p-butyl-4-hydroxybenzyl-amino-1,3,5-triazine